Benzyl (R)-6-(2-((tert-butoxycarbonyl)amino)-3-phenylpropoxy)benzo[d][1,3]dioxole-5-carboxylate C(C)(C)(C)OC(=O)N[C@@H](COC=1C(=CC2=C(OCO2)C1)C(=O)OCC1=CC=CC=C1)CC1=CC=CC=C1